(R)-N-(1-(4-aminophenyl)piperidin-3-yl)-6-morpholinopyrimidin-4-amine NC1=CC=C(C=C1)N1C[C@@H](CCC1)NC1=NC=NC(=C1)N1CCOCC1